(R)-3-((4-Hydroxy-1-(3-phenylbutanoyl)piperidin-4-yl)methyl)-6-(1-methyl-1H-pyrazol-4-yl)pyrimidin-4(3H)-one OC1(CCN(CC1)C(C[C@@H](C)C1=CC=CC=C1)=O)CN1C=NC(=CC1=O)C=1C=NN(C1)C